FC=1C(=CC=2C3=C(NC(C2C1)=O)COC[C@H]3NC(=O)C=3C=C1C=CC=CN1C3)F (S)-N-(8,9-difluoro-6-oxo-1,4,5,6-tetrahydro-2H-pyrano[3,4-c]isoquinolin-1-yl)indolizine-2-carboxamide